N[C@@H](CC1=CC=C(NC(CCOCCOCC[N+](C)(C)C)=O)C=C1)C(=O)O 2-[2-[3-[4-[(2S)-2-amino-2-carboxy-ethyl]anilino]-3-oxo-propoxy]ethoxy]ethyl-trimethyl-ammonium